C(#N)C=1C(=CC(=NC1N1[C@H]([C@@H](C1)O)C)C=1C=NN(C1)C1CCN(CC1)C(=O)OC(C)(C)C)C(F)(F)F tert-butyl 4-[4-[5-cyano-6-[(2S,3R)-3-hydroxy-2-methyl-azetidin-1-yl]-4-(trifluoromethyl)-2-pyridyl]pyrazol-1-yl]piperidine-1-carboxylate